FC=1C=C(C=CC1F)S(=O)(=NC1=CC(=CC=C1)C1=NOC(=N1)C(F)(F)F)C (3,4-difluorophenyl)(methyl)((3-(5-(trifluoromethyl)-1,2,4-oxadiazol-3-yl)phenyl)imino)-λ6-sulfanone